ClC=1C=2C(C(=NC1)N1CC3(CCC3)C(C1)(F)F)=CN(N2)C=2C(NC(NC2)=O)=O 5-[7-chloro-4-(8,8-difluoro-6-azaspiro[3.4]oct-6-yl)pyrazolo[4,3-c]pyridin-2-yl]-1H-pyrimidine-2,4-dione